COC1=NC=2N(C=C1)C(=NN2)[C@@H]2C[C@@H](CCC2)NC2=NC=C(C=N2)C(F)(F)F N-[(1R,3S)-3-(7-methoxy-[1,2,4]triazolo[4,3-a]pyrimidin-3-yl)cyclohexyl]-5-(trifluoromethyl)pyrimidin-2-amine